(Z)-4-bromobutyl-3-hexyldec-2-enoate BrCCCCOC(\C=C(/CCCCCCC)\CCCCCC)=O